3-(3-Chloro-5-fluorobenzamido)-4-(2-chloro-5-fluorophenyl)-N-methyl-6-oxo-4,5,6,7-tetrahydrothieno[3,4-c]pyridine-1-carboxamide ClC=1C=C(C(=O)NC=2SC(=C3C2C(NC(C3)=O)C3=C(C=CC(=C3)F)Cl)C(=O)NC)C=C(C1)F